Cl.O=C1NC(CCC1NC1=CC=C(C=C1)C1CCN(CC1)CC(=O)O)=O 2-[4-[4-[(2,6-dioxo-3-piperidyl)amino]phenyl]-1-piperidyl]acetic acid HCl salt